COCC(COC)N1C(C=2NC=3N(C(C2C1)=O)N=C(C3)SC)=O 6-(1,3-dimethoxypropane-2-yl)-2-(methylthio)-6,7-dihydro-4H-pyrazolo[1,5-a]pyrrolo[3,4-d]pyrimidine-5,8-dione